(E)-3-(1-((4-bromophenyl)sulfonyl)-5-morpholino-1H-indol-3-yl)-1-(pyridin-4-yl)prop-2-en-1-one BrC1=CC=C(C=C1)S(=O)(=O)N1C=C(C2=CC(=CC=C12)N1CCOCC1)/C=C/C(=O)C1=CC=NC=C1